1-[(3aR,6aS)-5-[6-{[1-(propan-2-yl)-1H-pyrazolo[4,3-c]pyridin-6-yl]amino}-2-(pyrrolidin-1-yl)pyrimidin-4-yl]hexahydropyrrolo[3,4-c]pyrrol-2(1H)-yl]pent-4-yn-1-one CC(C)N1N=CC=2C=NC(=CC21)NC2=CC(=NC(=N2)N2CCCC2)N2C[C@@H]1[C@H](C2)CN(C1)C(CCC#C)=O